8-fluoro-2-(3-(pyridin-3-yl)propyl)-2,3,4,5-tetrahydro-1H-pyrido[4,3-b]indole FC1=CC=2C3=C(NC2C=C1)CCN(C3)CCCC=3C=NC=CC3